Cl.Cl.C1N(CCC2=CC=CC=C12)C[C@H](CN1C[C@H](OC2=C(C1=O)C=CC(=C2)O[C@H]2[C@@H](CN(CC2)CCO)F)C)O (2R)-4-[(2R)-3-(3,4-dihydro-1H-isoquinolin-2-yl)-2-hydroxy-propyl]-8-[[(3R,4R)-3-fluoro-1-(2-hydroxyethyl)-4-piperidyl]oxy]-2-methyl-2,3-dihydro-1,4-benzoxazepin-5-one dihydrochloride